2-propenylmethyl-1,3-propanediol C(=CC)C(C(O)C)CO